oxazirin O1N=C1